CNCCC1=CNC2=CC=CC=C12 N-METHYL-TRYPTAMINE